beta-aminoethylpiperazine NCCN1CCNCC1